3-(2,5-dimethyl-2H-1,2,3-triazol-4-yl)-2-methoxyaniline CN1N=C(C(=N1)C=1C(=C(N)C=CC1)OC)C